aluminium tri-sec-butanoate C(C(=O)[O-])CC.C(C(=O)[O-])CC.C(C(=O)[O-])CC.[Al+3]